(±)-trans-tert-butyl-N-(3-Phenoxyphenyl)-4-phenylpyrrolidine-3-carboxamide C(C)(C)(C)N1C[C@H]([C@@H](C1)C1=CC=CC=C1)C(=O)NC1=CC(=CC=C1)OC1=CC=CC=C1 |r|